P(=O)([O-])(O)O.N[NH-].[Zn+2] zinc aminoamide phosphate